4-[3-chloro-6-ethoxy-2-fluoro-5-(2-methyl-1,3-dioxolan-2-yl)phenyl]pyrrolidin-2-one ClC=1C(=C(C(=C(C1)C1(OCCO1)C)OCC)C1CC(NC1)=O)F